4-(3-(1-(3-chloro-4-(trifluoromethyl)benzoyl)piperidin-4-yl)isoxazol-5-ylamino)butanenitrile ClC=1C=C(C(=O)N2CCC(CC2)C2=NOC(=C2)NCCCC#N)C=CC1C(F)(F)F